8-(4-(dimethylcarbamoyl)piperazin-1-yl)-N-(2-methoxyethyl)-6-(N-(1-methylcyclopropyl)sulfamoyl)imidazo[1,2-a]pyridine-3-carboxamide CN(C(=O)N1CCN(CC1)C=1C=2N(C=C(C1)S(NC1(CC1)C)(=O)=O)C(=CN2)C(=O)NCCOC)C